1-(3-chloro-4-(6-(1-methylcyclopropoxy)-9-((4-methylpyridin-2-yl)methyl)-9H-purin-8-yl)phenyl)-N,N-dimethylmethanamine ClC=1C=C(C=CC1C=1N(C2=NC=NC(=C2N1)OC1(CC1)C)CC1=NC=CC(=C1)C)CN(C)C